(8S)-8-(chloromethyl)-6-({5-[(1H-indol-2-ylcarbonyl)amino]-1H-indol-2-yl}carbonyl)-1-methyl-7,8-dihydro-6H-thieno[3,2-e]indol-4-ylpiperazine-1-carboxylate ClC[C@@H]1CN(C2=CC(=C3C(=C12)C(=CS3)C)OC(=O)N3CCNCC3)C(=O)C=3NC1=CC=C(C=C1C3)NC(=O)C=3NC1=CC=CC=C1C3